FC=1C=2C(SC1C(=O)O)=CSC2.C(#N)CC(=O)NC=2SC(=NN2)C2=CC=CC=C2 2-cyano-N-(5-phenyl-1,3,4-thiadiazol-2-yl)acetamide 3-fluoro-thieno[3,4-B]thiophene-2-carboxylate